C(C)NC1=CC(=C2C(=N1)C=C(S2)C2=CC=NN2)NCCCO 3-(5-(ethylamino)-2-(1H-pyrazol-5-yl)thieno[3,2-b]pyridin-7-ylamino)-1-propanol